FC(OC=1C=C(C=CC1)C1=NN(C=2C[C@@H](CCC12)C(=O)N[C@@]1(CS(CC1)(=O)=O)C)CC1CCOCC1)F (R)-3-(3-(difluoromethoxy)phenyl)-N-((S)-3-methyl-1,1-dioxidotetrahydrothiophen-3-yl)-1-((tetrahydro-2H-pyran-4-yl)methyl)-4,5,6,7-tetrahydro-1H-indazole-6-carboxamide